The molecule is a hydroxy monocarboxylic acid anion that is the conjugate base of 3-hydroxypropionic acid. It has a role as a human metabolite. It derives from a propionate. It is a conjugate base of a 3-hydroxypropionic acid. C(CO)C(=O)[O-]